FC=1C=C(CC2=NC=CC(=C2)N2N=C(C=C2)C(=O)O)C=C(C1)C(F)(F)F 1-(2-(3-fluoro-5-(trifluoromethyl)benzyl)pyridin-4-yl)-1H-pyrazole-3-carboxylic acid